4-amino-3-((3,5-dimethoxyphenyl)ethynyl)-2-(methoxymethyl)-1H-pyrrolo[3,2-c]pyridine-7-carbonitrile NC1=NC=C(C2=C1C(=C(N2)COC)C#CC2=CC(=CC(=C2)OC)OC)C#N